ethyl-2-(bromomethyl)prop-2-enoate C(C)OC(C(=C)CBr)=O